5-((3-(3-bromophenyl)oxetan-3-yl)methyl)-4-methyl-4H-1,2,4-triazole-3-thiol BrC=1C=C(C=CC1)C1(COC1)CC=1N(C(=NN1)S)C